OC1=C(C(=C(C=C1)O)O)O 1,2,3,4-tetrahydroxybenzene